BrC1=C(C(=CC(=C1)OC)[N+](=O)[O-])NC(C(F)(F)F)=O N-(2-Bromo-4-methoxy-6-nitrophenyl)-2,2,2-trifluoroacetamide